F[C@H]1CN(CC[C@@H]1O)C(=O)OCC1=CC=CC=C1 (3S,4S)-benzyl 3-fluoro-4-hydroxypiperidine-1-carboxylate